BrC1=CC=C(C=C1)N1N=C(C(=C1C1CC1)N)C 1-(4-bromophenyl)-5-cyclopropyl-3-methyl-pyrazol-4-amine